Magnesium aspartat N[C@@H](CC(=O)[O-])C(=O)[O-].[Mg+2]